C(CCC)SC(=S)SC(C(=O)O)C 2-(butylsulfanylthiocarbonylthio)propionic acid